6-[5,6-difluoro-4-[2-methoxyethyl-(methyl)amino]-8-(methylamino)-9H-pyrido[2,3-b]indol-3-yl]-1-(morpholin-3-ylmethyl)-4-oxo-1,8-naphthyridine-3-carboxylic acid FC1=C2C3=C(NC2=C(C=C1F)NC)N=CC(=C3N(C)CCOC)C=3C=C1C(C(=CN(C1=NC3)CC3NCCOC3)C(=O)O)=O